(2-chloro-4-pyridinyl)-3-hydroxy-6-(trifluoromethyl)indolin-2-one ClC1=NC=CC(=C1)N1C(C(C2=CC=C(C=C12)C(F)(F)F)O)=O